ClC1=CC=C(C=C1)[C@H]1CCC2=NN=C(N21)C=2C=C1C(=NNC1=CC2)C (R)-5-(5-(4-chlorophenyl)-6,7-dihydro-5H-pyrrolo[2,1-c][1,2,4]triazol-3-yl)-3-methyl-1H-indazole